C(C)(=O)C=1COC2=C(C1)C=CC(=C2)O 3-acetyl-7-hydroxy-benzopyran